NC[C@@H](CC(=O)NC=1SC(=C(N1)C)C(=O)OCC)NC(C1=CC(=CC=C1)C1=NOC(=N1)C)=O ethyl 2-[[(3R)-4-amino-3-[[3-(5-methyl-1,2,4-oxadiazol-3-yl)benzoyl]amino]-butanoyl]amino]-4-methyl-thiazole-5-carboxylate